1-(5-fluoro-2-((3-methoxy-1-((2R,4S)-2-methylpiperidin-4-yl)-1H-pyrazol-4-yl)amino)pyrimidin-4-yl)-1H-indole-4-carbonitrile FC=1C(=NC(=NC1)NC=1C(=NN(C1)[C@@H]1C[C@H](NCC1)C)OC)N1C=CC=2C(=CC=CC12)C#N